3-(2-fluoro-5-methylphenyl)-4,6-dihydropyrrolo[3,4-c]pyrazole-5(1H)-carbonitrile FC1=C(C=C(C=C1)C)C=1C2=C(NN1)CN(C2)C#N